2-(6-amino-8-((6-(oxazol-2-yl)benzo[d][1,3]dioxol-5-yl)thio)-9H-purin-9-yl)-N-methylethanesulfonamide NC1=C2N=C(N(C2=NC=N1)CCS(=O)(=O)NC)SC1=CC2=C(OCO2)C=C1C=1OC=CN1